FC=1C(=CC=2C3=C(NC(C2C1)=O)COC[C@H]3N(C(=O)C3=CC(=C(C=C3)C3=CC(=CC(=C3)F)F)F)C)F (S)-N-(8,9-difluoro-6-oxo-1,4,5,6-tetrahydro-2H-pyrano[3,4-c]isoquinolin-1-yl)-2,3',5'-trifluoro-N-methyl-[1,1'-biphenyl]-4-carboxamide